(13R)-13-methyl-19-(oxan-2-yl)-8,11,14-trioxa-5,19,20,23-tetraazatetracyclo[13.5.2.12,5.018,21]tricosa-1(20),2(23),3,15(22),16,18(21)-hexaene C[C@@H]1COCCOCCN2C=CC(C3=NN(C=4C=CC(O1)=CC34)C3OCCCC3)=N2